6,7-Difluoro-5-[4-fluoro-5-[4-(4-methylchroman-4-yl)-1H-imidazol-2-yl]-2-[(E)-quinuclidin-3-ylidenemethyl]phenoxy]-4-methylsulfonyl-1H-indole FC1=C(C(=C2C=CNC2=C1F)S(=O)(=O)C)OC1=C(C=C(C(=C1)C=1NC=C(N1)C1(CCOC2=CC=CC=C12)C)F)/C=C\1/CN2CCC1CC2